1-(2-(isoxazol-3-ylamino)-2-oxoethyl)-1-(2-((4-methyl-2-(methylcarbamoyl)thiophen-3-yl)amino)-2-oxoethyl)azepan-1-ium O1N=C(C=C1)NC(C[N+]1(CCCCCC1)CC(=O)NC1=C(SC=C1C)C(NC)=O)=O